O=C1C=C(CCC2N1[C@@H](CC2)C(=O)[O-])B2OC(C(O2)(C)C)(C)C (S)-5-oxo-7-(4,4,5,5-tetramethyl-1,3,2-dioxaborolan-2-yl)-2,3,5,8,9,9a-hexahydro-1H-pyrrolo[1,2-a]azepine-3-carboxylate